C1(CC1)N1C=C(C(C2=CC(=C(C=C12)N1CCNCC1)F)=O)C(=O)NCC1=C(C=CC(=C1)Cl)Cl 1-cyclopropyl-N-(2,5-dichlorobenzyl)-6-fluoro-4-oxo-7-(1-piperazinyl)-1,4-dihydroquinoline-3-carboxamide